tert-butyl N-[(1R)-1-(2-formyl-1H-pyrrolo[2,3-b]pyridin-6-yl)ethyl]carbamate C(=O)C1=CC=2C(=NC(=CC2)[C@@H](C)NC(OC(C)(C)C)=O)N1